N-phthaloyl-(S)-tert-leucine C(C=1C(C(=O)O)=CC=CC1)(=O)N[C@@H](C(C)(C)C)C(=O)O